The molecule is a dipeptide resulting from the formal condensation of the carboxy group of L-alpha-aminobutyric acid [(2S)-2-aminobutanoic acid] with the amino group of glycine. It is a dipeptide, a glycine derivative, a secondary carboxamide, a primary amino compound and a carboxylic acid. It derives from a L-alpha-aminobutyric acid. It is a tautomer of a N-[(2S)-2-ammoniobutanoyl]glycinate. CC[C@@H](C(=O)NCC(=O)O)N